COC=1C=C(C=C(C1OC)OC)C1=NC(=NO1)C1=CC=C(C=C1)B(O)O (4-(5-(3,4,5-trimethoxyphenyl)-1,2,4-oxadiazol-3-yl)phenyl)boronic acid